4-((1R,5S)-3,8-diazabicyclo[3.2.1]octane-3-yl)-7-(4-(difluoro(phenyl)methyl)phenyl)-8-Fluoro-2-((tetrahydro-1H-pyrrolizin-7a(5H)-yl)methoxy)pyrido[4,3-d]pyrimidine [C@H]12CN(C[C@H](CC1)N2)C=2C1=C(N=C(N2)OCC23CCCN3CCC2)C(=C(N=C1)C1=CC=C(C=C1)C(C1=CC=CC=C1)(F)F)F